(R)-5-bromo-6-fluoro-1,2,3,4-tetrahydroisoquinoline-3-carboxylic acid hydrochloride Cl.BrC1=C2C[C@@H](NCC2=CC=C1F)C(=O)O